N-(5-bromo-3-(6-chlorobenzo[d]oxazol-2-yl)-2-methylphenyl)-2,3,4-trifluorobenzamide BrC=1C=C(C(=C(C1)NC(C1=C(C(=C(C=C1)F)F)F)=O)C)C=1OC2=C(N1)C=CC(=C2)Cl